FC=1C=C(C=C(C1)F)C1C(C(NC1)=O)C(=O)OCC ethyl 4-(3,5-difluorophenyl)-2-oxopyrrolidine-3-carboxylate